2H-Indol-2-on N=1C(C=C2C=CC=CC12)=O